NC1=CC=C(C=C1)NC(=O)N1[C@H](C[C@H](C1)O)C(=O)NC1=C(C=CC(=C1)C(CCC1CC1)(N[S@](=O)C(C)(C)C)C1=CC(=CC=C1)C#N)F (2R,4R)-N1-(4-aminophenyl)-N2-(5-((-)-1-(3-cyanophenyl)-3-cyclopropyl-1-((R)-1,1-dimethylethylsulfinamido)propyl)-2-fluorophenyl)-4-hydroxypyrrolidine-1,2-dicarboxamide